FC=1C=C2C(=NC1)SC=C2NC(C2=C(C=C(C=C2)NS(=O)(=O)CCO)N2CCC1(CC1)CC2)=O N-(5-fluorothieno[2,3-b]pyridin-3-yl)-4-((2-hydroxyethyl)sulphonamido)-2-(6-azaspiro[2.5]oct-6-yl)benzamide